S(=O)(=O)(O)C=1C=C(C=C(C(=O)[O-])C1)C(=O)[O-].S(=O)(=O)(O)C=1C=C(C=C(C(=O)[O-])C1)C(=O)[O-].[Ca+2].[Ca+2] calcium bis(5-sulfoisophthalate)